1-(3-(2,4-dioxotetrahydropyrimidine-1(2H)-yl)-4-fluorophenyl)pyrrolidine-3-formaldehyde O=C1N(CCC(N1)=O)C=1C=C(C=CC1F)N1CC(CC1)C=O